N=1C=CN2C=C(C=CC12)NC1=NC=C2C(N(N(C2=N1)C1=NC(=CC=C1)OC1CCNCC1)CC=C)=O 6-(1,3a-diaza-5-indenylamino)-2-allyl-1-[6-(4-piperidyloxy)-2-pyridyl]-1,2-dihydro-3H-1,2,5,7-tetraazainden-3-one